4-amino-N-(2-(3-(1-(2,6-dioxopiperidin-3-yl)-3-methyl-2-oxo-2,3-dihydro-1H-benzo[d]imidazol-4-yl)propoxy)ethyl)piperidine-1-sulfonamide NC1CCN(CC1)S(=O)(=O)NCCOCCCC1=CC=CC=2N(C(N(C21)C)=O)C2C(NC(CC2)=O)=O